(1-(2-((1-((dimethylamino)methyl)cyclopropyl)methoxy)-7-(8-ethylnaphthalen-1-yl)-5,6,7,8-tetrahydropyrido[3,4-d]pyrimidin-4-yl)-4-(1-methyl-1H-imidazol-5-yl)pyrrolidin-3-yl)methanol CN(C)CC1(CC1)COC=1N=C(C2=C(N1)CN(CC2)C2=CC=CC1=CC=CC(=C21)CC)N2CC(C(C2)C2=CN=CN2C)CO